(3S,4R)-4-{[6-cyano-7-(1,1,1-trifluoropropan-2-yl)pyrrolo[2,1-f][1,2,4]triazin-2-yl]amino}oxan-3-yl acetate C(C)(=O)O[C@@H]1COCC[C@H]1NC1=NN2C(C=N1)=CC(=C2C(C(F)(F)F)C)C#N